ClC1=CC(=C(OCC2=CC=CC(=N2)C2=CC(=C(CC3=NC4=C(N3CCOC)C=C(C=C4)C(=O)O)C=C2)F)C=C1)F 2-(4-(6-((4-Chloro-2-fluorophenoxy)methyl)pyridin-2-yl)-2-fluorobenzyl)-1-(2-methoxyethyl)-1H-benzo[d]imidazole-6-carboxylic acid